C(C)OC(=O)C=1N=C(SC1)N(CC1=CC(=CC=C1)OC)CC1=CC(=CC=C1)N1C=NC=C1 2-((3-(1H-imidazol-1-yl)benzyl)(3-methoxybenzyl)amino)thiazole-4-carboxylic acid ethyl ester